N-(6-bromo-3-methylpyridin-2-yl)-5-methylpyrrolidine-2-carboxamide BrC1=CC=C(C(=N1)NC(=O)C1NC(CC1)C)C